BrC=1C(=NC=NC1Cl)C=1C=NN(C1)CC1=CC=C(C=C1)C(F)(F)F 4-(5-Bromo-6-chloro-4-pyrimidinyl)-1-{[p-(trifluoromethyl)phenyl]methyl}-1H-pyrazole